C([O-])([O-])=O.[Ti+4].C([O-])([O-])=O titanium(IV) carbonate